C(C)(C)(C)OC(=O)N1C=C(C2=NC(=CC=C21)N2CC(C2)NC(=O)OC(C)(C)C)C(C)C 5-(3-((tert-Butoxycarbonyl)amino)azetidin-1-yl)-3-isopropyl-1H-pyrrolo[3,2-b]pyridine-1-carboxylic acid tert-butyl ester